NC=1N=C2N(C=C(C=C2)C2=C(C=CC=C2C)F)C1C(=O)[C@@H]1[C@H](C1)F (2-amino-6-(2-fluoro-6-methylphenyl)imidazo[1,2-a]pyridin-3-yl)((1R,2S)-2-fluorocyclopropyl)methanone